C(C)(C)(C)NN tertbutyl-hydrazine